CC1C(C2=CC=C(C=C2C1)CC(=C)C)=O 2-methyl-5-(2-methylallyl)-2,3-dihydro-1H-inden-1-one